O1C(=CC=C1)C1=CC(=NC(=C1C#N)SC(CO)C1=CC=CC=C1)C=1SC=CC1 4-(furan-2-yl)-2-((2-hydroxy-1-phenylethyl)thio)-6-(thiophen-2-yl)nicotinonitrile